2-chloro-5-((2-chloro-6-(trifluoromethyl)benzyl)oxy)pyrimidine ClC1=NC=C(C=N1)OCC1=C(C=CC=C1C(F)(F)F)Cl